Ethyleneether C1CO1